5-((2-(2-(2-Aminoethoxy)ethoxy)ethyl)amino)-2-(2,6-dioxopiperidin-3-yl)isoindoline-1,3-dione NCCOCCOCCNC=1C=C2C(N(C(C2=CC1)=O)C1C(NC(CC1)=O)=O)=O